1-(2-hydroxy-5-iodobenzyl)pyridin-2(1H)-one OC1=C(CN2C(C=CC=C2)=O)C=C(C=C1)I